OC=1C2=C(N=C(N1)C)C=NC(=C2)P2(CCN(CC2)C(=O)OC(C)(C)C)=O tert-butyl 4-(4-hydroxy-2-methylpyrido[3,4-d]pyrimidin-6-yl)-4-oxo-1,4lambda5-azaphosphinane-1-carboxylate